15-hydroxypentadecanoic acid OCCCCCCCCCCCCCCC(=O)O